4-(trifluoromethyl)thiazole-5-carboxamide FC(C=1N=CSC1C(=O)N)(F)F